N-(5-fluoro-2-methyl-4-(trifluoromethyl)phenyl)-2-iodoacetamide FC=1C(=CC(=C(C1)NC(CI)=O)C)C(F)(F)F